3-(1-oxo-4-((4-((4-(2,2,2-trifluoroethyl)piperazin-1-yl)methyl)benzyl)oxy)isoindolin-2-yl)piperidine-2,6-dione O=C1N(CC2=C(C=CC=C12)OCC1=CC=C(C=C1)CN1CCN(CC1)CC(F)(F)F)C1C(NC(CC1)=O)=O